COC=1C=C(C=CC1OC)C1OC2=C(C(C1)=O)C=CC(=C2)O 2-(3,4-Di-methoxyphenyl)-2,3-dihydro-7-hydroxy-4H-1-benzopyran-4-one